OC12C(C=3C=C(SC3N=C2N(CC1)C1=CC=NC=C1)C)=O 9-hydroxy-5-methyl-12-(pyridine-4-yl)-4-thia-2,12-diazatricyclo[7.3.0.03,7]dodeca-1,3(7),5-trien-8-one